C(C)NC1(CC1)C1=CC=C(C(=O)OC)C=C1 methyl 4-(1-(ethylamino)cyclopropyl)benzoate